6-{[2-(1,3-benzothiazole-6-sulfonyl)-2H,4H,5H,6H-pyrrolo[3,4-c]pyrazol-5-yl]sulfonyl}-3,4-dihydro-2H-1,4-benzoxazine S1C=NC2=C1C=C(C=C2)S(=O)(=O)N2N=C1C(=C2)CN(C1)S(=O)(=O)C=1C=CC2=C(NCCO2)C1